2-OXO-1,2,3,4-TETRAHYDROQUINOLIN O=C1NC2=CC=CC=C2CC1